C(C)(=O)C=1C=C(C=CC1)CC(=O)O.C(C)(=O)OC1=CC(=CC=C1)C(C)=O 3-Acetylphenyl acetate (3-acetylphenyl acetate)